CC1=C(C=CC=C1)C1=CC=C(C(=O)Cl)C=C1 4-(2-methylphenyl)benzoic acid Chloride